5-bromo-6-cyclopropyl-3-(fluoromethyl)pyrimidin-4-one BrC=1C(N(C=NC1C1CC1)CF)=O